5-(Oxan-4-yl)-N-[2-(piperidin-1-yl)-[1,3]thiazolo[5,4-c]pyridin-6-yl]-6-[(pyrrolidin-1-yl)methyl]pyridin-2-amine O1CCC(CC1)C=1C=CC(=NC1CN1CCCC1)NC1=CC2=C(C=N1)SC(=N2)N2CCCCC2